3-amino-6-chloro-N-((3S,4R)-4-hydroxytetrahydrofuran-3-yl)-2-(1-methyl-1H-pyrazol-4-yl)isonicotinamide NC1=C(C(=O)N[C@H]2COC[C@@H]2O)C=C(N=C1C=1C=NN(C1)C)Cl